(2s,4r)-4-isopropoxypyrrolidine-1,2-dicarboxylic acid 2-benzyl ester 1-(tert-butyl) ester C(C)(C)(C)OC(=O)N1[C@@H](C[C@H](C1)OC(C)C)C(=O)OCC1=CC=CC=C1